O=C1NC=2N(C3=CC=CC=C13)C(SC2C(=O)NC2=CC=CC=C2)=S 5-oxo-N-phenyl-1-thioxo-4,5-dihydro-1H-thiazolo[3,4-a]quinazoline-3-carboxamide